4-(2-fluoro-6-(2-methoxy-4-(trifluoromethoxy)phenoxy)-3-(trifluoromethyl)benzamido)picolinamide FC1=C(C(=O)NC2=CC(=NC=C2)C(=O)N)C(=CC=C1C(F)(F)F)OC1=C(C=C(C=C1)OC(F)(F)F)OC